FC1(CCC(CC1)N[C@@H]1[C@@H](CCCC1)NC=1C=C2CN(C(C2=CC1)=O)C1C(NC(CC1)=O)=O)F 3-(5-(((1R,2S)-2-((4,4-difluorocyclohexyl)amino)cyclohexyl)amino)-1-oxoisoindolin-2-yl)piperidine-2,6-dione